ClC=1N=C(N2C1C(=CC(=C2)S(=O)(=O)NC2(CC2)C#N)N2CCN(CC2)C(C(C)C)=O)C=2SC(=NN2)C(F)F 1-chloro-N-(1-cyanocyclopropyl)-3-(5-(difluoromethyl)-1,3,4-thiadiazol-2-yl)-8-(4-isobutyrylpiperazin-1-yl)imidazo[1,5-a]pyridine-6-sulfonamide